C(C)OC(C(C)(C)OC1=C(C=C(C=C1C)CN1C(N(CC1)C1=CC=C(C=C1)CC)=O)C)=O 2-(4-((3-(4-Ethylphenyl)-2-oxoimidazolin-1-yl)methyl)-2,6-dimethylphenoxy)-2-methylpropanoic acid ethyl ester